trifluoroboric acid methacrylic acid salt C(C(=C)C)(=O)O.B(F)(F)F